BrC=1C=C(C=CC1)S(=O)(=O)NC1=C(C=CC=C1)C#CC=1C=CC(=NC1)C(=O)O 5-{2-[2-(3-bromobenzenesulfonamido)phenyl]-ethynyl}pyridine-2-carboxylic acid